3-methyl-azetidine-1-carboxylic acid CC1CN(C1)C(=O)O